2-(2,8-dimethylimidazo[1,2-b]pyridazin-6-yl)-6-[(3R)-pyrrolidin-3-yl]-1,6-naphthyridin-5-one CC=1N=C2N(N=C(C=C2C)C2=NC=3C=CN(C(C3C=C2)=O)[C@H]2CNCC2)C1